CC1(C(C(CCC1)=O)(C)C)C tetramethyl-cyclohexane-1-one